(2R)-N-[(2S,3R,4R,5S,6S)-4,5-dihydroxy-2-methyl-6-(7H-purin-6-ylamino)tetrahydropyran-3-yl]pyrrolidine-2-carboxamide O[C@@H]1[C@H]([C@@H](O[C@@H]([C@H]1O)NC1=C2NC=NC2=NC=N1)C)NC(=O)[C@@H]1NCCC1